(4-{[2-(4-chlorophenyl)imidazo[1,2-a]pyridine-3-yl]methyl}piperazin-1-yl)(2-methylphenyl)methanone ClC1=CC=C(C=C1)C=1N=C2N(C=CC=C2)C1CN1CCN(CC1)C(=O)C1=C(C=CC=C1)C